2-((1R,3R)-3-hydroxycyclobutyl)-5-(pyrazin-2-yl)-2,5,6,7-tetrahydro-3H-pyrrolo[2,1-c][1,2,4]triazol-3-one OC1CC(C1)N1N=C2N(C1=O)C(CC2)C2=NC=CN=C2